NC1(CCCC1)C(=O)O 1-amino-1-carboxycyclopentane